tert-Butyl 4-[[6-[(2-aminophenyl)methoxy]-3-pyridyl]oxy]piperidine-1-carboxylate NC1=C(C=CC=C1)COC1=CC=C(C=N1)OC1CCN(CC1)C(=O)OC(C)(C)C